(2S,3R,5R,10R,13R,14S,17S)-17-(2-ethylsulfanylacetyl)-2,3,14-trihydroxy-10,13-dimethyl-2,3,4,5,9,11,12,15,16,17-decahydro-1H-cyclopenta[a]phenanthren-6-one C(C)SCC(=O)[C@H]1CC[C@]2(C3=CC([C@@H]4C[C@H]([C@H](C[C@@]4(C3CC[C@]12C)C)O)O)=O)O